OCCCCCCC1=CC=C(C(=O)C=2N(C=CC2C(=O)N)C)C=C1 [4-(6-hydroxyhexyl)benzoyl]-1-methylpyrrole-3-carboxamide